C1(=CC=CC=C1)[C@@H]1N=C(N([C@H]1C1=CC=CC=C1)S(=O)(=O)C1=CC=C(C)C=C1)C1=CC=CC(=N1)C1=NC=CC=C1 6-((4s,5s)-4,5-diphenyl-1-tosyl-4,5-dihydro-1H-imidazol-2-yl)-2,2'-bipyridine